C(C)(=O)C(C(=O)[O-])(CC)O acetylhydroxybutyrate